CN(S=O)C dimethyl-sulfinamide